N-({4-[(4-methoxycyclohexyl)methoxy]-3-nitrophenyl}sulfonyl)-2-(1H-pyrrolo[2,3-b]pyridin-5-yloxy)benzamide COC1CCC(CC1)COC1=C(C=C(C=C1)S(=O)(=O)NC(C1=C(C=CC=C1)OC=1C=C2C(=NC1)NC=C2)=O)[N+](=O)[O-]